NC=1N(C2=C(N1)C(=C(C=C2C#N)Br)OC)C 2-amino-6-bromo-7-methoxy-3-methyl-benzimidazole-4-carbonitrile